4'-(dimethylamino)-[1,1'-biphenyl]-4-carbaldehyde CN(C1=CC=C(C=C1)C1=CC=C(C=C1)C=O)C